C(C)(=O)O[C@H]([C@@H](CN=[N+]=[N-])OC(C)=O)[C@@H]1O[C@](C[C@@H]([C@H]1NS(=O)(=O)C1=C(C=CC=C1)[N+](=O)[O-])OC(C)=O)(SC1=CC=C(C=C1)C)C(=O)OC (1R,2R)-1-((2R,3R,4S,6R)-4-acetoxy-6-(methoxycarbonyl)-3-((2-nitrophenyl)sulfonamido)-6-(p-tolylthio)tetrahydro-2H-pyran-2-yl)-3-azidopropane-1,2-diyl diacetate